1-(4-((4-(3-chloro-4-(2-chloro-3-(6-methoxy-5-((((1r,4s)-4-methoxycyclohexyl)amino)methyl)pyridin-2-yl)phenyl)pyridin-2-yl)-2-methoxybenzyl)amino)piperidin-1-yl)ethan-1-one ClC=1C(=NC=CC1C1=C(C(=CC=C1)C1=NC(=C(C=C1)CNC1CCC(CC1)OC)OC)Cl)C1=CC(=C(CNC2CCN(CC2)C(C)=O)C=C1)OC